OC=CSSC=CO 2-hydroxyethenyl disulfide